[Fe]=S.[Li] lithium-iron sulphide